C(C)OC(=O)C1=NC=C(NC1=O)C 5-methyl-3-oxo-3,4-dihydropyrazine-2-carboxylic acid ethyl ester